ClC1=C(C=CC2=C1C(=N[C@H](C=1N2N=C(N1)S(=O)(=O)NC)C)C1=C(C=CC=C1F)F)Cl (4S)-7,8-dichloro-6-(2,6-difluorophenyl)-N,4-dimethyl-4H-[1,2,4]triazolo[1,5-a][1,4]benzodiazepine-2-sulfonamide